acetamido butyrate C(CCC)(=O)ONC(C)=O